ClN1N=CC=C1 chloro-1H-pyrazol